bis(indenyl)zirconium dichloride C1=CC=C2[CH][CH][CH]C2=C1.C1=CC=C2[CH][CH][CH]C2=C1.Cl[Zr]Cl